4-(1-phenylvinyl)benzene C1(=CC=CC=C1)C(=C)C1=CC=CC=C1